BrC1=C2CC[C@@H](C2=CC=C1OC)O (S)-4-bromo-5-methoxy-2,3-dihydro-1H-inden-1-ol